CN1C(=NC(=C1)C)C1=CC=C(C=C1)O 4-(1,4-dimethyl-1H-imidazol-2-yl)phenol